(R)-2-((2-amino-7-methyl-1,5-naphthyridin-4-yl)amino)-2-methylhexan-1-ol NC1=NC2=CC(=CN=C2C(=C1)N[C@@](CO)(CCCC)C)C